N-(4-fluorophenyl)-N-(4-(imidazo[1,2-a]pyridin-8-yloxy)-2-methoxyphenyl)cyclopropane-1,1-dicarboxamide FC1=CC=C(C=C1)N(C(=O)C1(CC1)C(=O)N)C1=C(C=C(C=C1)OC=1C=2N(C=CC1)C=CN2)OC